tert-butyl 4-(((6-methoxy-4-(4-nitrophenyl)quinazolin-7-yl)oxy)methyl)piperidin-1-carboxylate COC=1C=C2C(=NC=NC2=CC1OCC1CCN(CC1)C(=O)OC(C)(C)C)C1=CC=C(C=C1)[N+](=O)[O-]